CC(COCCCN)(COCCCN)C 2,2-dimethyl-1,3-bis(3-aminopropoxy)propane